N-(4-(1,1,1,3,3,3-hexafluoro-2-hydroxypropan-2-yl)phenyl)-N-(2,2,2-trifluoroethyl)benzenesulfonamide FC(C(C(F)(F)F)(O)C1=CC=C(C=C1)N(S(=O)(=O)C1=CC=CC=C1)CC(F)(F)F)(F)F